O=C1N(CCC(N1)=O)N1C(C2=CC=C(C=C2C1=O)CN1CCN(CC1)C=1N=C(C2=C(N1)CCS2)N2CCOCC2)=O 2-(2,4-Dioxotetrahydropyrimidin-1(2H)-yl)-5-((4-(4-morpholino-6,7-dihydrothieno[3,2-d]pyrimidin-2-yl)piperazin-1-yl)methyl)isoindoline-1,3-dione